CN1N=CC(=C1)B1OC(C(O1)(C)C)(C)C 1-methyl-4-(tetramethyl-1,3,2-dioxaborolan-2-yl)-1H-pyrazole